ClC=1C=CC=C2C=CC(=NC12)NC1=C(C=C(C(=C1)C1CC1)OC(C)C)C 8-chloro-N-(5-cyclopropyl-4-isopropoxy-2-methylphenyl)quinolin-2-amine